6-chloro-N-(4-methylphenyl)-2-(2-pyridyl)-5-(trifluoromethyl)-4-pyrimidinamine ClC1=C(C(=NC(=N1)C1=NC=CC=C1)NC1=CC=C(C=C1)C)C(F)(F)F